2-[(2R)-3-(dimethylamino)-2-[9H-fluorene-9-ylmethoxycarbonyl(methyl)amino]-3-oxopropyl]sulfanylacetic acid CN(C([C@H](CSCC(=O)O)N(C)C(=O)OCC1C2=CC=CC=C2C=2C=CC=CC12)=O)C